6-fluoro-4-methoxypyridine-3-amine FC1=CC(=C(C=N1)N)OC